ClC=1C(=C(N=NC1)N)OCC(F)F chloro-4-(2,2-difluoroethoxy)pyridazin-3-amine